ClC=1C=C(C(N(C1)C)=O)N1C(C=2N=C(N(C2[C@@H]1C1=CC=C(C=C1)Cl)C(C)C)C=1C(=NC(=NC1)OC)OC)=O (4S)-5-(5-chloro-1-methyl-2-oxopyridin-3-yl)-4-(4-chlorophenyl)-2-(2,4-dimethoxypyrimidin-5-yl)-3-prop-2-yl-4H-pyrrolo[3,4-d]imidazol-6-one